C(C=C)(=O)OC(CCCCC)(C(=O)O)C(=O)O acryloxyhexane-1,1-dicarboxylic acid